(R)-6-chloro-3-((1-(2-cyano-3-(2-methoxyphenyl)-7-methylquinoxalin-5-yl)ethyl)amino)picolinic acid ClC1=CC=C(C(=N1)C(=O)O)N[C@H](C)C1=C2N=C(C(=NC2=CC(=C1)C)C#N)C1=C(C=CC=C1)OC